C=C(C(=O)O)CCCCC(=O)O 2-methylene-pimelic acid